3,3-diethyl-2,3,4,5-tetrahydro-1,1-dioxo-5-phenyl-1,4-benzothiazepine-8-ylsulfate C(C)C1(CS(C2=C(C(N1)C1=CC=CC=C1)C=CC(=C2)OS(=O)(=O)[O-])(=O)=O)CC